(S)-1-(3-((5-chloro-4-(5-cyclopropyl-1H-pyrazol-3-yl)pyrimidin-2-yl)amino)piperidin-1-yl)ethan-1-one ClC=1C(=NC(=NC1)N[C@@H]1CN(CCC1)C(C)=O)C1=NNC(=C1)C1CC1